[O-2].[Fe+2].[Ag+] silver-iron oxide